C(C)C(CCCC)C(CCCCCCCCCCCCCC)NC(=S)N 5-ethyl-6-eicosyl-2-thiourea